2'-O-methyl guanosine-3'-phosphorothioate P(O)(O)(=S)O[C@H]1[C@H]([C@@H](O[C@@H]1CO)N1C=NC=2C(=O)NC(N)=NC12)OC